2-(6-ethoxy-4-((1r,3r)-3-methyl-1-(4-methyl-4H-1,2,4-triazol-3-yl)cyclobutyl)pyridin-2-yl)-6-(((1-methylcyclobutyl)amino)methyl)-4-(trifluoromethyl)isoindolin-1-one C(C)OC1=CC(=CC(=N1)N1C(C2=CC(=CC(=C2C1)C(F)(F)F)CNC1(CCC1)C)=O)C1(CC(C1)C)C1=NN=CN1C